P(=O)([O-])([O-])[O-].[Mg+2].[Li+] LITHIUM MAGNESIUM PHOSPHATE